(5-bromo-3-methyl-2-oxo-benzoimidazol-1-yl)-1-[(4-methoxyphenyl)methyl]piperidine-2,6-dione BrC1=CC2=C(N(C(N2C)=O)C2C(N(C(CC2)=O)CC2=CC=C(C=C2)OC)=O)C=C1